CN1N=NC2=C1C(=CC(=C2C)CCC(=O)O)C 3-(1,4,7-trimethyl-1H-benzotriazol-5-yl)propanoic acid